2-(2,6-dioxopiperidin-3-yl)-5-fluoro-6-(piperazine-1-yl)isoindoline-1,3-dione O=C1NC(CCC1N1C(C2=CC(=C(C=C2C1=O)F)N1CCNCC1)=O)=O